ClC=1C=C(C=CC1OCC1=NC=CC=C1)NC1=NC=NC2=CC(=C(C=C12)NC(C#CC)=O)C#CC1(CN(CC1)C)C N-(4-((3-chloro-4-(pyridin-2-ylmethoxy)phenyl)amino)-7-((1,3-dimethylpyrrolidin-3-yl)ethynyl)quinazolin-6-yl)but-2-ynamide